FC1=C(C=C(C(=C1O)F)C(F)(F)F)C1=NN(C2=C1C=NC(=C2)N2CC(OCC2)(C#N)C)C 4-(3-(2,4-Difluoro-3-hydroxy-5-(trifluoromethyl)phenyl)-1-methyl-1H-pyrazolo[4,3-c]pyridin-6-yl)-2-methylmorpholine-2-carbonitrile